ditridecyl 1,20-eicosylenedicarboxylate C(CCCCCCCCCCCCCCCCCCCC(=O)OCCCCCCCCCCCCC)C(=O)OCCCCCCCCCCCCC